C(N)(OC1=CC(=CC(=C1)Br)OC(N)=O)=O (5-bromo-1,3-phenylene) dicarbamate